N-(4-chloropyridin-3-yl)-4-methoxy-2-((3-methyl-4-(1-methylpiperidin-4-yl)phenyl)amino)pyrimidine-5-carboxamide ClC1=C(C=NC=C1)NC(=O)C=1C(=NC(=NC1)NC1=CC(=C(C=C1)C1CCN(CC1)C)C)OC